Methyl ((((1S,4R)-4-(2-amino-6-chloro-9H-purin-9-yl)cyclopent-2-en-1-yl)methoxy)(3-fluorophenoxy)phosphoryl)-L-alaninate NC1=NC(=C2N=CN(C2=N1)[C@H]1C=C[C@H](C1)COP(=O)(OC1=CC(=CC=C1)F)N[C@@H](C)C(=O)OC)Cl